Tert-butyl (trans-3-((5-chloro-4-(4,5,6,7-tetrahydropyrazolo[1,5-a]pyridin-3-yl)pyridin-2-yl)carbamoyl)cyclohexyl)carbamate ClC=1C(=CC(=NC1)NC(=O)[C@@H]1C[C@H](CCC1)NC(OC(C)(C)C)=O)C=1C=NN2C1CCCC2